(R)-1-(2-isopropyl-4-(4-((3-methyl-4-((1-methyl-1H-benzo[d][1,2,3]triazol-5-yl)oxy)phenyl)amino)pyrido[3,2-d]pyrimidin-6-yl)piperazin-1-yl)prop-2-en-1-one C(C)(C)[C@H]1N(CCN(C1)C=1C=CC=2N=CN=C(C2N1)NC1=CC(=C(C=C1)OC1=CC2=C(N(N=N2)C)C=C1)C)C(C=C)=O